2'-chloro-N-(4-hydroxy-3-(sulfamoylamino)phenyl)-4'-(trifluoromethyl)-[1,1'-biphenyl]-4-carboxamide ClC1=C(C=CC(=C1)C(F)(F)F)C1=CC=C(C=C1)C(=O)NC1=CC(=C(C=C1)O)NS(N)(=O)=O